C1(CC1)N1C(CC2=C(C(=CC=C12)C)C1=C(C=C(C=C1O)CC1CC1)O)=O 1-Cyclopropyl-4-(4-(cyclopropylmethyl)-2,6-dihydroxyphenyl)-5-methylindolin-2-one